(S)-2-(2-aminopropylamino)-4-(cyclobutylamino)pyrimidine-5-carboxamide ethyl-2-(2-((5-bromo-2-(2,2,2-trifluoro-1-hydroxyethyl)benzofuran-3-yl)methoxy)phenyl)acetate C(C)OC(CC1=C(C=CC=C1)OCC1=C(OC2=C1C=C(C=C2)Br)C(C(F)(F)F)O)=O.N[C@H](CNC2=NC=C(C(=N2)NC2CCC2)C(=O)N)C